BrC1=CC=C(C=C1)C1=NC2=CC(=CC=C2C(=C1)C(=O)N1CCOCC1)Cl (2-(4-bromophenyl)-7-chloroquinolin-4-yl)(morpholino)methanone